C[Si](N(C(C1=CN=CC=C1)=O)[Si](C)(C)C)(C)C N,N-bis(trimethylsilyl)nicotinamide